2-(1-(4-amino-3-(1H-pyrazol-4-yl)-1H-pyrazolo[3,4-d]pyrimidin-1-yl)ethyl)-3-(3-fluorophenyl)-4H-chromen-4-one methyl-(2S)-2-amino-6,6,6-trifluoro-hexanoate COC([C@H](CCCC(F)(F)F)N)=O.NC1=C2C(=NC=N1)N(N=C2C=2C=NNC2)C(C)C=2OC1=CC=CC=C1C(C2C2=CC(=CC=C2)F)=O